OCCN1CCN(CC1)C(C)S(=O)(=O)O [4-(2-hydroxyethyl)piperazino]ethanesulphonic acid